NC=1C2=C(N=CN1)N(C(=C2C=2C=NC1=CC=CC=C1C2)C#C)C21CCC(CC2)(C1)NC(=O)C1=CN=NC=C1 N-(4-(4-Amino-6-ethynyl-5-(quinolin-3-yl)-7H-pyrrolo[2,3-d]pyrimidin-7-yl)bicyclo-[2.2.1]heptan-1-yl)pyridazine-4-carboxamide